tetrachlorohexabenzocoronene ClC1=C(C(=C(C=2C1=C1C3=C(C4=C5C(=C6C7=C(C8=C9C(=C%10C%11=C(C2C2=C1C4=C6C8=C%102)C=CC=C%11)C=CC=C9)C=CC=C7)C=CC=C5)C=CC=C3)Cl)Cl)Cl